2-[1-(2-Methylphenyl)pyrrol-3-yl]ethanamine CC1=C(C=CC=C1)N1C=C(C=C1)CCN